azaCyclobutane N1CCC1